O[C@H]1CN(CC1)C1=NC(=NC(=C1)C)N1CCN(CC1)S(=O)(=O)C=1C=C2CCN(C2=CC1)C(=O)C1=C(C=CC=C1)N(S(=O)(=O)C)C (R)-N-(2-(5-((4-(4-(3-hydroxypyrrolidin-1-yl)-6-methylpyrimidin-2-yl)piperazin-1-yl)sulfonyl)indoline-1-carbonyl)phenyl)-N-methylmethanesulfonamide